N1=CC(=CC=C1)C1C(CCN(C1)C)=O 5-(3-pyridyl)-N-methyl-4-piperidone